C(C)(=O)N1CCC(CC1)(O)C=1C(N(C2=C(C(=NC(=C2C1)N[C@H](C)C1=C(C(=CC=C1)C(F)F)F)C)O)C)=O (R)-3-(1-acetyl-4-hydroxypiperidin-4-yl)-5-((1-(3-(difluoromethyl)-2-fluorophenyl)ethyl)amino)-8-Hydroxy-1,7-dimethyl-1,6-naphthyridin-2(1H)-one